1-(2-(3-aminopropyl)-4-fluorophenyl)-3-(2-bromo-6-methoxypyridin-3-yl)-6-(trifluoromethyl)-2,3-dihydroquinazolin-4(1H)-one, hydrochloride Cl.NCCCC1=C(C=CC(=C1)F)N1CN(C(C2=CC(=CC=C12)C(F)(F)F)=O)C=1C(=NC(=CC1)OC)Br